N-(1-cyanocyclopropyl)-9-(5-(difluoromethyl)-1,3,4-thiadiazol-2-yl)-4-(5-(oxetane-3-carbonyl)hexahydropyrrolo[3,4-c]pyrrol-2(1H)-yl)-9H-pyrimido[4,5-b]indole-7-sulfonamide C(#N)C1(CC1)NS(=O)(=O)C1=CC=C2C3=C(N(C2=C1)C=1SC(=NN1)C(F)F)N=CN=C3N3CC1CN(CC1C3)C(=O)C3COC3